C(C)(C)(C)OC(=O)N1CCC2(CC(C2)C2=CC(=CC=C2)C2CC2)CC1.CCOP(=O)(O)O.C(C(=C)C)(=O)O methacrylic acid β-ethyl-phosphate tert-butyl-2-(3-cyclopropylphenyl)-7-azaspiro[3.5]nonane-7-carboxylate